gamma-glutamyl-selenium N[C@@H](CCC(=O)[Se])C(=O)O